C(#N)C1=NC(=C2C=C(N=CC2=C1)N[C@@H]1CNCCC1)O[C@H]1COCC1 (S)-3-((7-cyano-5-(((R)-tetrahydrofuran-3-yl)oxy)-2,6-naphthyridin-3-yl)amino)piperidine